S(=O)([O-])Cl.[Ir+3].S(=O)([O-])Cl.S(=O)([O-])Cl iridium chlorosulfite